3,5-difluoro-N-{4-fluoro-3-[5-(propan-2-yl)-2H-pyrazolo[3,4-b]pyridin-2-yl]phenyl}pyridine FC=1CN(C=C(C1)F)C1=CC(=C(C=C1)F)N1N=C2N=CC(=CC2=C1)C(C)C